FC=1C=C(C=CC1OC)[C@@H](CC(=O)O)C=1SC=C(N1)CCCCC1=NC=2NCCCC2C=C1 (R)-3-(3-fluoro-4-methoxyphenyl)-3-(4-(4-(5,6,7,8-tetrahydro-1,8-naphthyridin-2-yl)butyl)thiazol-2-yl)propionic acid